C(C)OC(=O)[C@H]1O[C@]([C@H]([C@H]1C1=C(C(=C(C=C1)F)C)OCC)C)(C(F)(F)F)C |r| rac-(2S,3S,4S,5R)-3-(2-ethoxy-4-fluoro-3-methylphenyl)-4,5-dimethyl-5-(trifluoromethyl)tetrahydrofuran-2-carboxylic acid ethyl ester